C(CC)S(=O)(=O)OO.[Ag] silver hydroxy propanesulfonate